N(C(C(=O)[O-])CC(=O)[O-])C(C(=O)[O-])CC(=O)[O-].[Na+].[Na+].[Na+].[Na+] tetra-sodium iminodisuccinate